N1=C2C(=CC=C1C(=O)N1[C@H](C=3C(CC1)=C(N(N3)C)C3=CC(=C(C(=C3)F)F)F)C)CCOC2 6,8-dihydro-5H-pyrano[3,4-b]pyridin-2-yl-[(7S)-2,7-dimethyl-3-(3,4,5-trifluorophenyl)-5,7-dihydro-4H-pyrazolo[3,4-c]pyridin-6-yl]methanone